FC1=C(N=C(O1)F)F trifluorooxazole